[K+].C(C=CC=CC)(=O)[O-] 2,4-HEXADIENOIC ACID, POTASSIUM SALT